CC1(CCNCC1)C(=O)NC1=CNC2=CC=C(C=C12)OC1CC(C1)C1=CC=C(C=C1)C(F)(F)F 4-methyl-N-{5-[(1R,3R)-3-[4-(trifluoromethyl)phenyl]cyclobutoxy]-1H-indol-3-yl}piperidine-4-carboxamide